3,4-bis(3-methylphenyl)biphenyl CC=1C=C(C=CC1)C=1C=C(C=CC1C1=CC(=CC=C1)C)C1=CC=CC=C1